BrC=1C=CC(=NC1)C=1C(=NC=CN1)[C@H](C)NC(C1=CC(=CC(=C1)C(F)(F)F)C(F)(F)C1CC1)=O N-[(1S)-1-[3-(5-bromo-2-pyridyl)pyrazin-2-yl]ethyl]-3-[cyclopropyl(difluoro)methyl]-5-(trifluoromethyl)benzamide